C=1N=CN2C1C1=CC=CC=C1[C@H]2[C@@H]2CC([C@H]2O)(C)C (1S,4S)-4-((R)-5H-Imidazo[5,1-a]isoindol-5-yl)-2,2-dimethylcyclobutan-1-ol